(2-(5-cyclopropyl-3-(2,6-dichlorophenyl)isoxazol-4-yl)-7-azaspiro[3.5]non-1-en-7-yl)benzo[d]oxazole-5-carboxylic acid C1(CC1)C1=C(C(=NO1)C1=C(C=CC=C1Cl)Cl)C1=CC2(C1)CCN(CC2)C=2OC1=C(N2)C=C(C=C1)C(=O)O